CN(C1CCN(CC1)C1=CC=C(C=2OCOC21)[N+](=O)[O-])C N,N-dimethyl-1-(7-nitrobenzo[d][1,3]dioxol-4-yl)piperidin-4-amine